C[Si](O)(O)O.[K].FC1=C(C(=C(C(=C1[B-](C1=C(C(=C(C(=C1F)F)F)F)F)(C1=C(C(=C(C(=C1F)F)F)F)F)C1=C(C(=C(C(=C1F)F)F)F)F)F)F)F)F.C(CCCCCCCCCCCCC)[NH+](C1=CC=CC=C1)CCCCCCCCCCCCCC N-tetradecyl-N-tetradecylanilinium tetrakis(pentafluorophenyl)borate potassium methyl-silanetriol salt